2-(3-(((tert-butyldimethylsilyl)oxy)methyl)-4-(trifluoromethoxy)phenyl)-1-ethanol [Si](C)(C)(C(C)(C)C)OCC=1C=C(C=CC1OC(F)(F)F)CCO